2-Amino-N-[4-fluoro-2-methyl-5-[(2-propan-2-yltriazol-4-yl)carbamoyl]phenyl]-1,3-thiazole-5-carboxamide NC=1SC(=CN1)C(=O)NC1=C(C=C(C(=C1)C(NC1=NN(N=C1)C(C)C)=O)F)C